N[C@H](C)C1=CC(=CN2C1=NC(=CC2=O)N2CCOCC2)C(=O)OCC ethyl 9-[(1R)-1-aminoethyl]-2-morpholino-4-oxo-pyrido[1,2-a]pyrimidine-7-carboxylate